COC1=C(C=C2C(=C1O)C(=O)C(=CO2)C3=CC=C(C=C3)O)O[C@H]4[C@@H]([C@H]([C@@H]([C@H](O4)CO)O)O)O The molecule is a glycosyloxyisoflavone that is tectorigenin substituted by a beta-D-glucopyranosyl residue at position 7 via a glycosidic linkage. It has a role as a plant metabolite. It is a hydroxyisoflavone, a methoxyisoflavone, a monosaccharide derivative and a 7-hydroxyisoflavones 7-O-beta-D-glucoside. It derives from a tectorigenin.